4-(4-acryloyl-3-(cyanomethyl)piperazin-1-yl)-6-fluoro-7-(2-fluoro-6-hydroxyphenyl)-1-(2-isopropyl-4-methylpyridin-3-yl)-2-oxo-1,2-dihydro-1,8-naphthyridine-3-carbonitrile C(C=C)(=O)N1C(CN(CC1)C1=C(C(N(C2=NC(=C(C=C12)F)C1=C(C=CC=C1O)F)C=1C(=NC=CC1C)C(C)C)=O)C#N)CC#N